COC(=O)C=1C(C(=C(OC1C)N)C#N)C1=CC=CC=C1 2-amino-3-cyano-4-phenyl-6-methyl-4H-pyran-5-carboxylic acid methyl ester